C1CC(CCCCC(C1)=O)=O cyclononane-3,8-dione